S1C(=NC2=C1C=CC=C2)C2=NN=C1N2CCN=C1C 3-(benzo[d]thiazol-2-yl)-8-methyl-5,6-dihydro-[1,2,4]triazolo[4,3-a]pyrazine